2,4-dichloro-6-(4-chloro-2-methoxyphenoxy)-N-(3-sulfonylphenyl)benzamide ClC1=C(C(=O)NC=2CC(C=CC2)=S(=O)=O)C(=CC(=C1)Cl)OC1=C(C=C(C=C1)Cl)OC